7-(ethylthio)-1-(4-methoxyphenyl)-3-(2-methyl-2H-indazol-5-yl)-3,4-dihydropyrido[2,3-d]pyrimidin-2(1H)-one C(C)SC=1C=CC2=C(N(C(N(C2)C2=CC3=CN(N=C3C=C2)C)=O)C2=CC=C(C=C2)OC)N1